1-(5-{[(5-chlorothiophen-2-yl)methyl]amino}-3-{1-[(1-methylazetidin-3-yl)methyl]piperidin-4-yl}-1H-pyrazol-1-yl)-2,2-dimethylpropan-1-one ClC1=CC=C(S1)CNC1=CC(=NN1C(C(C)(C)C)=O)C1CCN(CC1)CC1CN(C1)C